2-(2,3-Dimethyl-1-piperidyl)-6-(3-fluoro-5-isobutoxyphenyl)-N-(1H-pyrazol-5-ylsulfonyl)pyridin-3-carboxamid CC1N(CCCC1C)C1=NC(=CC=C1C(=O)NS(=O)(=O)C1=CC=NN1)C1=CC(=CC(=C1)OCC(C)C)F